chloro-N-(5-(((1s,4s)-4-fluorocyclohexyl)methoxy)-1,3,4-thiadiazol-2-yl)-5'-methoxy-6-methyl-(4,4'-bipyridine)-3-carboxamide ClC1=NC(=CC(=C1C(=O)NC=1SC(=NN1)OCC1CCC(CC1)F)C1=CC=NC=C1OC)C